3-(dimethylamino)propyl 3,6-dichloro-2-methoxybenzoate hydrochloride Cl.ClC=1C(=C(C(=O)OCCCN(C)C)C(=CC1)Cl)OC